9-cycloheptadecene C1CCCCCCCC=CCCCCCCC1